di-tert-butyl-diethylferrocene C(C)(C)(C)C1=C([C-](C=C1)CC)C(C)(C)C.C(C)[C-]1C=CC=C1.[Fe+2]